C(C)(C)(C)OC(C1=NC=C(C=C1\C=C\OCC)Cl)=O.C1(CCCCC1)C1=NOC(=N1)[C@H]1[C@@H](C1)C1=CC=C(C=C1)S(=O)(=O)N 4-[(1R,2R)-2-(3-cyclohexyl-1,2,4-oxadiazol-5-yl)cyclopropyl]benzenesulfonamide tert-butyl-(E)-5-chloro-3-(2-ethoxyvinyl)picolinate